N-[(4-(3,5-dichloropyridin-2-yloxy)phenyl)thiocarbamoyl]furan-2-carboxamide ClC=1C(=NC=C(C1)Cl)OC1=CC=C(C=C1)NC(=S)NC(=O)C=1OC=CC1